[Na+].C1(=CC=CC=C1)S(=O)[O-] Benzenesulfinic acid sodium salt